(R)-6-(1-methylcyclopropyl)-4-(3-methylmorpholino)-2-(1H-pyrazol-3-yl)-8,9-dihydro-1,2a,3,6-tetraazabenzo[cd]azulene-7(6H)-one CC1(CC1)N1C=2C=3N(C(=NC3CCC1=O)C1=NNC=C1)N=C(C2)N2[C@@H](COCC2)C